COC(C1=C(C=CC=C1)C1=NC(=NC=C1)Cl)=O 2-(2-Chloropyrimidin-4-yl)benzoic acid methyl ester